C1(CC1)C=1SC2=C(N1)NC=C2CC(C)NCC(CO)(F)F 3-((1-(2-cyclopropyl-4H-pyrrolo[2,3-d]thiazol-6-yl)propan-2-yl)amino)-2,2-difluoropropan-1-ol